rac-6-bromo-2-pyrrolidin-2-yl-imidazo[1,2-a]pyrazine trifluoroacetate FC(C(=O)O)(F)F.BrC=1N=CC=2N(C1)C=C(N2)[C@@H]2NCCC2 |r|